9-(pyridin-2-yl)-9H-carbazole N1=C(C=CC=C1)N1C2=CC=CC=C2C=2C=CC=CC12